COC=1C=C(C=CC1OCCCN1CCCCC1)NC1=NC=CC(=N1)NC=1C=NC=2CCC(CC2C1)C 2-[3-methoxy-4-(3-piperidinopropoxy)phenylamino]-4-(6-methyl-5,6,7,8-tetrahydro-3-quinolylamino)pyrimidine